fluoro-2-((4-fluoro-1-(3-fluorobenzyl)piperidin-4-yl)methyl)-5,6-dimethoxy-2,3-dihydrobenzothiophene 1,1-dioxide FC1(S(C2=C(C1)C=C(C(=C2)OC)OC)(=O)=O)CC2(CCN(CC2)CC2=CC(=CC=C2)F)F